CC(C(=O)OCC1=CC=CC=C1)(CC=C)C benzyl 2,2-dimethylpent-4-enoate